ClC1=C(C=C(C=C1)S(=O)(=O)NC=1C(=NC=C(C1)C)OC1=CC=C(C=C1)NC(\C=C\COC)=O)C(F)(F)F (E)-N-(4-((3-((4-chloro-3-(trifluoromethyl)phenyl)sulfonamido)-5-methylpyridin-2-yl)oxy)phenyl)-4-methoxybut-2-enamide